FC(OC1=CC=C(C=C1)S(=O)(=O)C1OC2(CC1N1CC3(CCOC3)CC1)CCNCC2)F ((4-(difluoromethoxy)phenyl)sulfonyl)-3-(2-oxa-7-azaspiro[4.4]non-7-yl)-1-oxa-8-azaspiro[4.5]decane